trans-4-(3,4-dihydroisoquinolin-2(1H)-yl)-1-(6-((2-methoxyphenyl)amino)pyrimidin-4-yl)piperidin-3-ol C1N(CCC2=CC=CC=C12)[C@H]1[C@@H](CN(CC1)C1=NC=NC(=C1)NC1=C(C=CC=C1)OC)O